Cl.C(C)NC1=C(C=NN1[C@@H]1CN[C@H](C1)COC)C(=O)N 5-(ethylamino)-1-((3s,5r)-5-(methoxymethyl)pyrrolidin-3-yl)-1H-pyrazole-4-carboxamide hydrochloride